C[C@@H]1N(CCC1)C(=O)O[C@H]1C[C@H](CC1)C1=CC(=NN1)NC(COC1=C(C(=CC=C1)O)C=O)=O (S)-((1R,3S)-3-(3-(2-(2-formyl-3-hydroxyphenoxy)acetamido)-1H-pyrazol-5-yl)cyclopentyl) 2-methylpyrrolidine-1-carboxylate